1-[5-(2,4-Diamino-pyrimidin-5-yloxy)-4-isopropyl-2-methoxy-phenyl]-3-ethyl-urea NC1=NC=C(C(=N1)N)OC=1C(=CC(=C(C1)NC(=O)NCC)OC)C(C)C